monochloro-s-triazine ClC1=NC=NC=N1